dibenzyl-tin disteaRate C(CCCCCCCCCCCCCCCCC)(=O)[O-].C(CCCCCCCCCCCCCCCCC)(=O)[O-].C(C1=CC=CC=C1)[Sn+2]CC1=CC=CC=C1